bis[N-(3-methylphenyl)-N-phenylamino]biphenyl 4-phenyl-1,1,1-trifluorobut-2-en-2-yl-acetate C1(=CC=CC=C1)CC=C(C(F)(F)F)CC(=O)O.CC=1C=C(C=CC1)N(C1=CC=CC=C1)C1=CC=C(C=C1)C1=CC=C(C=C1)N(C1=CC(=CC=C1)C)C1=CC=CC=C1